ClCC=1OC(=NN1)C1=CC=C(C=C1)[N+](=O)[O-] 2-(chloromethyl)-5-(4-nitrophenyl)-1,3,4-oxadiazole